2-amino-4-(cyclopentylamino)-6-fluorobenzoic acid methyl ester COC(C1=C(C=C(C=C1F)NC1CCCC1)N)=O